7-Bromo-3-(2-chloro-5-(trifluoromethyl)pyrimidin-4-yl)-1H-indazole BrC=1C=CC=C2C(=NNC12)C1=NC(=NC=C1C(F)(F)F)Cl